2-(difluoromethyl)-1-phenyl-4,5-dihydro-1H-imidazole FC(C=1N(CCN1)C1=CC=CC=C1)F